FC1=C(C=CC(=C1F)[N+](=O)[O-])N1CCC(CC1)N1CCN(CC1)C 1-[1-(2,3-difluoro-4-nitrophenyl)-4-piperidyl]-4-methyl-piperazine